N[C@H](C(=O)NC=1C=NN(C1F)[C@@H](C)C=1C(=NC=C(C1)F)OC)C(C1CC1)C1CC1 (2S)-2-amino-3,3-dicyclopropyl-N-[5-fluoro-1-[(1S)-1-(5-fluoro-2-methoxy-3-pyridyl)ethyl]pyrazol-4-yl]propanamide